((3-(6-Acetylpyridazin-3-yl)-2-methoxyphenyl)amino)-6-(cyclopropanecarboxamido)-N-(methyl-d3)pyridazine-3-carboxamide C(C)(=O)C1=CC=C(N=N1)C=1C(=C(C=CC1)NC1=C(N=NC(=C1)NC(=O)C1CC1)C(=O)NC([2H])([2H])[2H])OC